methyl 2-[cyclopropylmethyl (methyl) amino]-5,7-dihydrofuro[3,4-b]pyridine-3-carboxylate C1(CC1)CN(C1=C(C=C2C(=N1)COC2)C(=O)OC)C